Cl.COC1=CC=2N(N=C1OC(C)C1=NC=3CCNCC3C=C1)C(=NN2)C2=NOC(=C2)C 3-(7-methoxy-6-(1-(5,6,7,8-tetrahydro-1,6-naphthyridin-2-yl)ethoxy)-[1,2,4]triazolo[4,3-b]pyridazin-3-yl)-5-methylisoxazole hydrochloride